1-((R)-2-hydroxy-2-((1S,4aS,4bR,6aR,8R,10aS,10bS,12aS)-8-hydroxy-8,10a,12a-trimethyloctadecahydrochrysen-1-yl)propyl)-1H-pyrazole-4-carbonitrile O[C@](CN1N=CC(=C1)C#N)(C)[C@H]1CCC[C@H]2[C@@H]3CC[C@@H]4C[C@](CC[C@@]4([C@H]3CC[C@]12C)C)(C)O